C1(=CC=C(C=C1)C(=O)[C@]([C@](C(=O)O)(O)C(=O)C1=CC=C(C=C1)C)(O)C(=O)O)C.N(=[N+]=[N-])CCOCCOCCOCCN 11-azido-3,6,9-trioxaundecane-1-amine (-)-di-p-toluoyl-L-tartrate